(E)-ethyl 3-(5-((4-((E)-(4-(dimethylamino)phenyl)diazenyl)phenyl)sulfonamido) benzo[b]thiophen-2-yl)acrylate CN(C1=CC=C(C=C1)/N=N/C1=CC=C(C=C1)S(=O)(=O)NC1=CC2=C(SC(=C2)/C=C/C(=O)OCC)C=C1)C